[4-[2-(tert-Butoxycarbonylamino)-3-cyano-7-fluoro-benzothiophen-4-yl]-5-chloro-7-methylsulfanyl-1,3-dihydrofuro[3,4-f]quinolin-9-yl] trifluoromethanesulfonate FC(S(=O)(=O)OC1=CC(=NC2=C(C(=C3C(=C12)COC3)C3=CC=C(C1=C3C(=C(S1)NC(=O)OC(C)(C)C)C#N)F)Cl)SC)(F)F